FC=1C=CC=C2C(=NC(N(C12)C#N)(C)C)C=1C=NC2=CC=CC=C2C1 8-fluoro-2,2-dimethyl-4-(quinolin-3-yl)quinazoline-1(2H)-carbonitrile